O=C1N(C2=CC(=CC=C2C1)C(=O)NCC#C)CC1CCNCC1 2-oxo-1-(piperidin-4-ylmethyl)-N-(prop-2-yn-1-yl)indole-6-carboxamide